1-((1-acryloyl-azetidin-3-yl)methyl)-7-chloro-5-fluoro-6-(2-fluoro-6-hydroxyphenyl)-1,4-dihydroquinoxaline-2,3-dione C(C=C)(=O)N1CC(C1)CN1C(C(NC2=C(C(=C(C=C12)Cl)C1=C(C=CC=C1O)F)F)=O)=O